FC(C(=O)N)(C(F)(F)F)F 2,2,3,3,3-pentafluoro-propionamide